3-[N',N''-bis(2-tertbutyloxycarbonyl-amino-ethyl)guanidino]-N,N-dioctadec-9-enyl-propionamide C(C)(C)(C)OC(=O)C(CN=C(NCCC(=O)N(CCCCCCCCC=CCCCCCCCC)CCCCCCCCC=CCCCCCCCC)NCC(C(=O)OC(C)(C)C)N)N